ON1C(C(CC1=O)S(=O)(=O)O)=O N-hydroxysulphosuccinimide